N1C=CC=2C1=NC=C(C2)C(=O)OCC Ethyl 1H-pyrrolo[2,3-b]pyridine-5-carboxylate